C(C)C1=CC=C(C=C1)[C@@H]1OCC[C@@H](O1)CO |r| (±)-cis-(2-(4-ethylphenyl)-1,3-dioxan-4-yl)methanol